C12N(CC(CC1)CC2)CC#N 2-(2-azabicyclo[2.2.2]oct-2-yl)acetonitrile